13-hydroxytridecanol OCCCCCCCCCCCCCO